pyrazolo[1,5-a]pyridine-3,5-diamine N1=CC(=C2N1C=CC(=C2)N)N